FC1=C(C=C(C=C1)NC(=O)N1C[C@@H]2C[C@@H]2C1)N1N=C2N=CC(=CC2=C1)C(C)C (1R,5S)-N-{4-fluoro-3-[5-(propan-2-yl)-2H-pyrazolo[3,4-b]pyridin-2-yl]phenyl}-3-azabicyclo[3.1.0]hexane-3-carboxamide